lithium-zirconium-silicon [Si].[Zr].[Li]